6-(tert-butoxycarbonyl)-2,2-diphenylbenzo[d][1,3]dioxol-5-carboxylic acid 7-hydroxy-2,2-diphenylbenzo[d][1,3]dioxol-4-yl ester OC1=CC=C(C2=C1OC(O2)(C2=CC=CC=C2)C2=CC=CC=C2)OC(=O)C2=CC1=C(OC(O1)(C1=CC=CC=C1)C1=CC=CC=C1)C=C2C(=O)OC(C)(C)C